CS(=O)(=O)OC(C)C1=C(C(=CC=C1)F)N1CCC2(CC(OC2)(C)C)CC1 1-(2-{3,3-dimethyl-2-oxa-8-azaspiro[4.5]decan-8-yl}-3-fluorophenyl)ethyl methanesulfonate